1-(methoxymethyl)-1H,4H,5H-pyrrolo[3,2-c]pyridin-4-one COCN1C=CC=2C(NC=CC21)=O